4-(4-([1,2,4]Triazolo[1,5-a]pyridin-8-yl)phenyl)-N-(2-ethynylthiazol-4-yl)-piperazine-1-carboxamide N=1C=NN2C1C(=CC=C2)C2=CC=C(C=C2)N2CCN(CC2)C(=O)NC=2N=C(SC2)C#C